(R)-(3-(4-Amino-(4-phenoxyphenyl)-1H-pyrazolo[3,4-d]pyrimidin-1-yl)piperidin-1-yl)(4-((4-methylpiperazin-1-yl)methyl)phenyl)methanone NC1=C2C(=NC=N1)N(N=C2C2=CC=C(C=C2)OC2=CC=CC=C2)[C@H]2CN(CCC2)C(=O)C2=CC=C(C=C2)CN2CCN(CC2)C